3-(3-Chloro-4-fluorophenyl)-1-(8,9-difluoro-3-methyl-6-oxo-1,2,3,4,5,6-hexahydrobenzo[c][1,7]naphthyridin-1-yl)-1-methylurea ClC=1C=C(C=CC1F)NC(N(C)C1C=2C3=C(C(NC2CN(C1)C)=O)C=C(C(=C3)F)F)=O